(3R)-3-{[2-(5-methyl-1H-pyrazol-3-yl)[1,2,4]triazolo[1,5-c]quinazolin-5-yl]amino}azepan-2-one CC1=CC(=NN1)C1=NN2C(=NC=3C=CC=CC3C2=N1)N[C@H]1C(NCCCC1)=O